C1(CC1)NC(=O)O[C@H]1C[C@H](CC1)C=1C=C(N(N1)C(C)(C)C)NC(=O)OCC1=CC=CC=C1 benzyl ({5-[(1S,3R)-3-{[(cyclopropylamino)carbonyl]oxy}cyclopentyl]-2-(2-methylprop-2-yl)pyrazol-3-yl}amino)methanoate